1,3-bis(mercaptoethyl)benzene SCCC1=CC(=CC=C1)CCS